isopropyl acrylat C(C=C)(=O)OC(C)C